(1-(4-cyano-5-(4-chloro-2-methyl-2H-indazol-5-yl)-7H-pyrrolo[2,3-d]pyrimidin-2-yl)-4-phenylpiperidin-4-yl)carbamate C(#N)C=1C2=C(N=C(N1)N1CCC(CC1)(C1=CC=CC=C1)NC([O-])=O)NC=C2C2=C(C1=CN(N=C1C=C2)C)Cl